hydroxymethanimidamide OC(N)=N